NC=1C2=C(N=CN1)N(C=C2)C2=CC=C(CNC(=O)C1=NNC(=N1)CC1=CC=CC=C1)C=C2 N-(4-(4-amino-7H-pyrrolo[2,3-d]pyrimidine-7-yl)benzyl)-5-benzyl-1H-1,2,4-triazol-3-carboxamide